2-(4-Nitrophenyl)-5-bromo-1,2,3,4-tetrahydroisoquinoline [N+](=O)([O-])C1=CC=C(C=C1)N1CC2=CC=CC(=C2CC1)Br